FS(=O)(=O)N1C(N(C=C1)C)C(C)C 1-(fluorosulfonyl)-3-methyl-2-isopropylimidazole